2-(ethoxymethyl)1H-imidazole C(C)OCC=1NC=CN1